C(CCCCCCCCCCC)NCCCS(=O)(=O)[O-].[Na+] sodium 3-dodecylaminopropane-sulphonate